[N+](=O)([O-])C1=CC=C(C=C1)C1=NC(=NN1)C1=CC=C(C=C1)OC(F)(F)F 5-(4-Nitrophenyl)-3-(4-trifluoromethoxyphenyl)-1H-1,2,4-triazole